NC=1N(N=C2C(=C(C=CC12)C(C1=C(C=CC(=C1)F)Cl)=O)C#N)CC amino-6-(2-chloro-5-fluorobenzoyl)-2-ethyl-2H-indazole-7-carbonitrile